C(C1=CC=CC=C1)(=O)C1=CC=C(C[C@H](N)C(=O)O)C=C1 p-benzoyl-l-phenylalanine